22-(oxetan-3-ylidene)behenic acid O1CC(C1)=CCCCCCCCCCCCCCCCCCCCCC(=O)O